NC=1C=C(C=C(C1)C)C=1C(=NN(C1C(=O)O)C=1SC(=C(N1)C1=CC(=C(C=C1)Cl)Cl)SC(C)C)C 4-(3-amino-5-methylphenyl)-1-(4-(3,4-dichlorophenyl)-5-(isopropylsulfanyl)thiazol-2-yl)-3-methyl-1H-pyrazole-5-carboxylic acid